2-cyclopentyl-7-(4-(difluoromethoxy)phenyl)-5-(2-methyl-2H-indazol-5-yl)-2,7-dihydro-6H-pyrazolo[3,4-b]pyridin-6-one C1(CCCC1)N1N=C2N(C(C(=CC2=C1)C1=CC2=CN(N=C2C=C1)C)=O)C1=CC=C(C=C1)OC(F)F